2,4-diethyl-6-hexylphenol C(C)C1=C(C(=CC(=C1)CC)CCCCCC)O